(s)-imidazolecarboxylic acid methyl ester COC(=O)C=1NC=CN1